formamidine iodonium salt [IH2+].C(=N)[NH-]